[(Z)-non-2-enyl]8-[3-[2-[2-[2-(2-aminoethoxy)ethoxy]ethoxy]ethoxy]-2-[8-[(Z)-non-2-enoxy]-8-oxo-octoxy]propoxy]octanoate C(\C=C/CCCCCC)OC(CCCCCCCOCC(COCCOCCOCCOCCN)OCCCCCCCC(=O)OC\C=C/CCCCCC)=O